methyl-(amino)-1-((4-(hydroxymethyl)phenyl)amino)-1-oxohexan CC(C(=O)NC1=CC=C(C=C1)CO)(CCCC)N